O[13CH2][13C@@H]1[13C@H]([13C@@H]([13C@H]([13C@@H](O1)O)O)O)O (2R,3R,4S,5S,6R)-6-(hydroxymethyl-13C)tetrahydro-2H-pyran-2,3,4,5-tetraol-2,3,4,5,6-13C